(3-(2-amino-3-chloropyridin-4-yl)-6-(7-(aminomethyl)-7-(5-methylisoxazol-3-yl)-3-azabicyclo[4.1.0]heptan-3-yl)-1H-pyrazolo[3,4-b]pyrazin-5-yl)methanol NC1=NC=CC(=C1Cl)C1=NNC2=NC(=C(N=C21)CO)N2CC1C(C1CC2)(C2=NOC(=C2)C)CN